CCCCCCCCC normal nonane